FC1CC(N(C1)C(=O)C=1C(=NC=NC1)C)C(=O)NC(C1=CC=C(C=C1)C(C)C)C1=CC=CC=C1 4-fluoro-1-(4-methylpyrimidine-5-carbonyl)-N-{phenyl-[4-(propan-2-yl)phenyl]methyl}pyrrolidine-2-carboxamide